N-[5-(5-chloro-1H-benzimidazol-2-yl)-1-[(4-methoxyphenyl)methyl]-pyrazol-3-yl]-6-[4-(hydroxymethyl)-1-piperidyl]pyridine-3-carboxamide ClC1=CC2=C(NC(=N2)C2=CC(=NN2CC2=CC=C(C=C2)OC)NC(=O)C=2C=NC(=CC2)N2CCC(CC2)CO)C=C1